N-[4-(3-Cyanophenyl)-5-[2-methyl-6-(oxetan-3-yl)-4-pyridyl]thiazol-2-yl]-2-oxa-6-azaspiro[3.3]heptan-6-carboxamid C(#N)C=1C=C(C=CC1)C=1N=C(SC1C1=CC(=NC(=C1)C1COC1)C)NC(=O)N1CC2(COC2)C1